C1(CC1)C(C)N1C(C=2C(=NC(=CC2C1)C1=C(N=C(S1)NC(C)=O)C)N1CCOCC1)=O N-(5-(2-(1-cyclopropylethyl)-4-morpholino-3-oxo-2,3-dihydro-1H-pyrrolo[3,4-c]pyridin-6-yl)-4-methylthiazol-2-yl)acetamide